1-(2-(4-(2,6-Difluoro-N-(3-fluorobenzyl)benzoylamino)phenyl)acetyl)piperidine-4-carboxylic acid ethyl ester C(C)OC(=O)C1CCN(CC1)C(CC1=CC=C(C=C1)N(CC1=CC(=CC=C1)F)C(C1=C(C=CC=C1F)F)=O)=O